butyl-N-(3-hydroxypropyl)-N-(2-phenylethyl)carbamate C(CCC)OC(N(CCC1=CC=CC=C1)CCCO)=O